4-[1-(4,5-dichloro-2-methoxyphenyl)-2,2-difluoroethyl]-1-[(4R)-2,2-dimethyl-1,3-dioxolane-4-carbonyl]piperidine ClC1=CC(=C(C=C1Cl)C(C(F)F)C1CCN(CC1)C(=O)[C@@H]1OC(OC1)(C)C)OC